[4-(1,1,2,2,2-Pentafluoroethyl)phenyl]-[4-(2-tetrahydropyran-4-yl-3H-imidazo[4,5-b]pyridin-7-yl)-1-piperidyl]methanone FC(C(F)(F)F)(F)C1=CC=C(C=C1)C(=O)N1CCC(CC1)C1=C2C(=NC=C1)NC(=N2)C2CCOCC2